chlorine 2,4,6-trimethylbenzenesulfinate CC1=C(C(=CC(=C1)C)C)S(=O)[O-].[Cl+]